O=S(=NC#N)(\C=C\C1=NC=CC=C1)C1=CC=CC=C1 (E)-N-(oxo(phenyl)(2-(pyridin-2-yl)vinyl)-λ6-sulfaneylidene)cyanamide